BrC1CCCC=2C3=C(C(NC12)=O)SC(=C3)C=3C=NNC3 6-bromo-2-(1H-pyrazol-4-yl)-6,7,8,9-tetrahydro-5H-thieno[2,3-c]quinolin-4-one